rac-(3ar,5r,7s,7ar)-5-(4-(tert-butyl)phenyl)-1-isopropyl-3,3,7-trimethyloctahydrobenzo[c]isoxazole C(C)(C)(C)C1=CC=C(C=C1)[C@H]1C[C@@H]2[C@H](N(OC2(C)C)C(C)C)[C@H](C1)C |r|